FC=1C=CC(=NC1)SC=1C=2N(C=C(C1)C=1C=NN(C1C)C1CCN(CC1)C)N=CC2C#N 4-((5-fluoropyridin-2-yl)thio)-6-(5-methyl-1-(1-methylpiperidin-4-yl)-1H-pyrazol-4-yl)pyrazolo[1,5-a]pyridine-3-carbonitrile